4-fluorobenzo[d]oxazole-7-carboxylate FC1=CC=C(C2=C1N=CO2)C(=O)[O-]